F[B-](F)(F)F.FC=1C=C(OC2=CC(=C(C=C2)[N+]#N)C)C=C(C1)F 4-(3,5-difluorophenoxy)-2-methylbenzenediazonium tetrafluoroborate